C(C)(=O)C1=NN(C2=CC=C(C=C12)C=1C2=C(NN1)C=CS2)CC(=O)O 2-(3-acetyl-5-(1H-thieno[3,2-c]pyrazol-3-yl)-1H-indazol-1-yl)acetic acid